O[C@@H](C[C@H]1CC[C@H]2[C@@H]3CC[C@@H]4C[C@](CC[C@@H]4[C@H]3CC[C@]12C)(C)O)C1=CC=C(C#N)C=C1 4-((S)-1-hydroxy-2-((3R,5R,8R,9R,10S,13R,14S,17R)-3-hydroxy-3,13-dimethylhexadecahydro-1H-cyclopenta[a]phenanthren-17-yl)ethyl)benzonitrile